CC=1C=C(CBr)C=C(C1C)C 3,4,5-trimethylbenzyl bromide